methyl 3-bromo-6-(bromomethyl)-2-phenoxybenzoate BrC=1C(=C(C(=O)OC)C(=CC1)CBr)OC1=CC=CC=C1